C1=C2C3=C(C=NC2=NC=C1)C1=C(N3)C=CN=C1 Pyrido[3',4':4,5]pyrrolo[3,2-c]naphthyridine